1,10-Bis[N-(1-methylquinolinium-4-yl)amino]decane Diiodide [I-].[I-].C[N+]1=CC=C(C2=CC=CC=C12)NCCCCCCCCCCNC1=CC=[N+](C2=CC=CC=C12)C